FC1(CCN(CC1)C1=NC(=CC(=C1)CO)C)F (2-(4,4-difluoropiperidin-1-yl)-6-methylpyridin-4-yl)methanol